CC(=O)C1=CC2=CC=CC=C2C=C1 Methyl-beta-naphthyl keton